2,6-di(phenanthren-9-yl)-4-[1-(3,5-di(phenanthren-9-yl)-4-hydroxy-phenyl)-1-methylethyl]phenol C1=CC=CC=2C3=CC=CC=C3C(=CC12)C1=C(C(=CC(=C1)C(C)(C)C1=CC(=C(C(=C1)C=1C2=CC=CC=C2C=2C=CC=CC2C1)O)C=1C2=CC=CC=C2C=2C=CC=CC2C1)C=1C2=CC=CC=C2C=2C=CC=CC2C1)O